(1,4,6-trimethylbenzoyl)diphenyl-phosphine oxide CC1(C(=O)P(C2=CC=CC=C2)(C2=CC=CC=C2)=O)CC=C(C=C1C)C